NCCC1=CC=C(C(=O)OC(C)(C)C)C=C1 tert-butyl 4-(2-aminoethyl)benzoate